NC12COC(CC1)(C2)CO (4-amino-2-oxabicyclo[2.2.1]heptan-1-yl)methanol